methyl 6-[[5-[3-[3-[2-[2-[2-[2-(2,4-dinitroanilino)ethoxy]ethoxy]ethoxy]ethoxy]propanoylamino]propylcarbamoyl]-1-naphthyl]oxy]pyridine-3-carboxylate [N+](=O)([O-])C1=C(NCCOCCOCCOCCOCCC(=O)NCCCNC(=O)C2=C3C=CC=C(C3=CC=C2)OC2=CC=C(C=N2)C(=O)OC)C=CC(=C1)[N+](=O)[O-]